S(C1=C(C(OC1OCCCCCC)=O)Cl)C1=C(C(OC1OCCCCCC)=O)Cl 4,4'-thiobis[5-n-hexyloxy-3-chloro-2(5H)furanone]